C1(=CC=CC=C1)CNC(=O)C(C(=O)OCC)C(=O)OCC diethyl {[(phenylmethyl)amino]carbonyl}-propanedioate